BrC1=CC=C(C=C1)S(=O)(=O)NC(OC(C)(C)C)=O tert-butyl N-(4-bromophenyl)sulfonylcarbamate